O1C(=CC=C1)C1=NC(=NC(=C1C(=O)O)NCC1=CC(=CC=C1)C(F)(F)F)NCC(C)C 4-(2-furyl)-2-(isobutylamino)-6-[[3-(trifluoromethyl)phenyl]methylamino]pyrimidine-5-carboxylic acid